N-((3R,4S)-4-((7-(2,6-dichloro-3,5-dimethoxyphenyl)-5-(4-methoxy-4-methylpiperidin-1-yl)-2,6-naphthyridin-3-yl)amino)tetrahydrofuran-3-yl)acrylamide ClC1=C(C(=C(C=C1OC)OC)Cl)C1=NC(=C2C=C(N=CC2=C1)N[C@H]1[C@H](COC1)NC(C=C)=O)N1CCC(CC1)(C)OC